C(C1=CC=CC=C1)(=O)N1CCC(CC1)N1C=C(C(C2=CC(=C(C=C12)N1CC2=NC=CC=C2C1)Cl)=O)C(=O)O 1-(1-benzoylpiperidin-4-yl)-6-chloro-7-(5,7-dihydro-6H-pyrrolo[3,4-b]pyridin-6-yl)-4-oxo-1,4-dihydroquinoline-3-carboxylic acid